CN1C(CCC1)COC1=NC=CC=N1 2-((1-methylpyrrolidin-2-yl)methoxy)pyrimidin